N-(2-fluorophenyl)-7-(pyridin-3-yl)quinazolin-4-amine FC1=C(C=CC=C1)NC1=NC=NC2=CC(=CC=C12)C=1C=NC=CC1